P(OC1=CC=C(C=C1)C)(OC1=CC=C(C=C1)C)OC1=CC=C(C=C1)C tri-p-cresyl phosphite